1,4,6-tris(α-hydroxyisopropyl)naphthalene OC(C)(C)C1=CC=C(C2=CC(=CC=C12)C(C)(C)O)C(C)(C)O